(S)-(2-(2-methoxy-7-methylquinoxalin-5-yl)-7,8-dihydrobenzofuro[5,4-d]thiazol-7-yl)methanol COC1=NC2=CC(=CC(=C2N=C1)C=1SC2=C(N1)C=CC1=C2C[C@H](O1)CO)C